ClC=1C=C(C(=O)NC[C@H](CC2=C(C=C(C=C2C)O)C)N(C)C)C=CC1OC (S)-3-chloro-N-(2-(dimethylamino)-3-(4-hydroxy-2,6-dimethylphenyl)propyl)-4-methoxybenzamide